C(=O)O.NC1=NN=C(C2=CC(=CC=C12)C=1C=C(C=C(C1OC)C)B(O)O)C [3-(1-amino-4-methylphthalazin-6-yl)-4-methoxy-5-methylphenyl]boronic acid formic acid salt